N1C=NC2=C1C=CC(=C2)NC2=NN=CC1=C2OCCN1C N-(1H-benzimidazol-5-yl)-4-methyl-2,3-dihydropyridazino[4,5-b][1,4]oxazin-8-amine